C(C)(C)(C)[Si](C)(C)OC=1C(=C2CCC(OC2=C(C1C)C)(C)CCC=C(CCC=C(F)F)C)C tert-butyl-((2-(8,8-difluoro-4-methyloct-3,7-dien-1-yl)-2,5,7,8-tetramethylchroman-6-yl)oxy)dimethylsilane